ClC=1C=CC(=C(C1)C1=CC(N2[C@@H](CCC2=C1)C=1NC(=CN1)C1=CC=C(C=C1)NC(OC(C)(C)C)=O)=O)N1N=NC(=C1)C#N 2-methyl-2-propanyl [4-(2-{(3S)-7-[5-chloro-2-(4-cyano-1H-1,2,3-triazol-1-yl)phenyl]-5-oxo-1,2,3,5-tetrahydro-3-indolizinyl}-1H-imidazol-5-yl)phenyl]carbamate